C(#N)C1=C(CN(S(=O)(=O)C2=C(C(=C(C(=C2)F)F)F)F)CC(=O)N(CC2=CC(=CC(=C2)C2CC2)C2CC2)C2=CC(=C(C(=O)O)C=C2OCC)F)C=CC=C1 4-(2-(N-(2-cyanobenzyl)-2,3,4,5-tetrafluorophenylsulfonamido)-N-(3,5-dicyclopropylbenzyl)acetamido)-5-ethoxy-2-fluorobenzoic acid